ClC=1C=C(C=C2C(NC(=NC12)C=1C=C2C(=CN1)SC=C2)=O)OCCCC2=CC=NC=C2 8-chloro-6-(3-pyridin-4-yl-propoxy)-2-thieno[2,3-c]pyridin-5-yl-3H-quinazolin-4-one